CC(C)(C)[O-].[Fe+3].CC(C)(C)[O-].CC(C)(C)[O-] Iron(III) tert-butoxide